C(C1=CC=CC=C1)N1CC(C1)CN1C(C(C2=CC(=CC=C12)C(=O)NC1=CNC2=CC=CC=C12)(C)C)=O ((1-Benzylazetidin-3-yl)methyl)-N-(1H-indol-3-yl)-3,3-dimethyl-2-oxoindoline-5-carboxamide